O=C1NC(CC[C@H]1C=1C=C(OCC(=O)N2CCN(CC2)CCCN2CCN(CC2)C2=CC=C(C=C2)NC2=C3N=CN(C3=NC=N2)C2CC(C2)NC(CC2=CC=CC=C2)=O)C=CC1)=O N-((1s,3s)-3-(6-((4-(4-(3-(4-(2-(3-(2,6-dioxopiperidin-3-yl)phenoxy)acetyl)piperazin-1-yl)propyl)piperazin-1-yl)phenyl)amino)-9H-purin-9-yl)cyclobutyl)-2-phenylacetamide